4-(3-Chloro-4-(2-chloro-3-(6-methoxy-5-((7-oxo-2,6-diazaspiro[3.4]octan-2-yl)methyl)pyridin-2-yl)phenyl)pyridin-2-yl)-2-methoxybenzaldehyde ClC=1C(=NC=CC1C1=C(C(=CC=C1)C1=NC(=C(C=C1)CN1CC2(C1)CNC(C2)=O)OC)Cl)C2=CC(=C(C=O)C=C2)OC